6-acetamido-N-(2-((4-tert-butylphenyl)amino)-1-(4-methoxyphenyl)-2-oxoethyl)-N-methylnicotinamide C(C)(=O)NC1=NC=C(C(=O)N(C)C(C(=O)NC2=CC=C(C=C2)C(C)(C)C)C2=CC=C(C=C2)OC)C=C1